NC=1C(=NC(=C(N1)N1N=C(C=C1)C)C=1C=CC=2N(C1)C(=CN2)C)C(=O)NC[C@@H]2N(CCC2)C (R)-3-amino-5-(3-methyl-1H-pyrazol-1-yl)-6-(3-methylimidazo[1,2-a]pyridin-6-yl)-N-((1-methylpyrrolidin-2-yl)methyl)pyrazine-2-carboxamide